1-((S)-2-hydroxy-2-phenylacetyl)-N-((S)-3-oxo-1-((S)-2-oxopyrrolidin-3-yl)-4-(trifluoromethoxy)butan-2-yl)piperidine-2-carboxamide O[C@H](C(=O)N1C(CCCC1)C(=O)N[C@@H](C[C@H]1C(NCC1)=O)C(COC(F)(F)F)=O)C1=CC=CC=C1